CO[Si](C1=CC=CC=C1)(OC)OC Trimethoxy(phenyl)silane